3-(4-piperazin-1-yl-phenyl)piperidine-2,6-dione N1(CCNCC1)C1=CC=C(C=C1)C1C(NC(CC1)=O)=O